(3aR,5R,6S,6aR)-6-(benzyloxy)-5-((benzyloxy)methyl)-2,2-dimethyl-5-(2-methylprop-1-en-1-yl)tetrahydrofuro[2,3-d][1,3]dioxole C(C1=CC=CC=C1)O[C@@H]1[C@@](O[C@@H]2OC(O[C@@H]21)(C)C)(C=C(C)C)COCC2=CC=CC=C2